N-(5-(3'-methyl-2'-oxo-2',3'-dihydrospiro[cyclobutane-1,1'-pyrrolo[2,3-c]quinolin]-8'-yl)-2-(3-(piperidin-1-yl)propoxy)pyridin-3-yl)piperazine-1-sulfonamide CN1C(C2(C3=C1C=NC=1C=CC(=CC31)C=3C=C(C(=NC3)OCCCN3CCCCC3)NS(=O)(=O)N3CCNCC3)CCC2)=O